C(C)(C)(C)OC(NC1=C(C=C(C=C1F)C=O)F)=O (2,6-difluoro-4-formylphenyl)carbamic acid tert-butyl ester